ClC=1C=C(C=C(C1)Cl)NC=1N(C2=NC(=NC=C2N1)NC1(CCOCC1)C)C1CCC(CC1)C(=O)N (1S,4S)-4-(8-((3,5-dichlorophenyl)amino)-2-((4-methyltetrahydro-2H-pyran-4-yl)amino)-9H-purin-9-yl)cyclohexane-1-carboxamide